C(C1=CC=CC=C1)OC[C@H](C(=O)N1CCC2(CC1)CN(C1=CC=CC=C12)S(=O)(=O)C)NC(C(C)(C)NC(OCOP(=O)(O)O)=O)=O (phosphonooxy)methyl (R)-(1-((3-(benzyloxy)-1-(1-(methylsulfonyl)spiro[indole-3,4'-piperidine]-1'-yl)-1-oxopropan-2-yl)amino)-2-methyl-1-oxopropan-2-yl)carbamate